C(C1=CC=CC=C1)(C1=CC=CC=C1)N1[C@@H]2CN([C@H](C1)C2)CC=2C(=C1CN(C(C1=CC2)=O)C2C(NC(CC2)=O)=O)F 3-(5-(((1S,4S)-5-benzhydryl-2,5-diazabicyclo[2.2.1]heptane-2-yl)methyl)-4-fluoro-1-oxoisoindolin-2-yl)piperidine-2,6-dione